(R)-6-chloro-2-(5-(1-hydroxy-2-methoxyethyl)-4H-1,2,4-triazol-3-yl)-3-(1H-imidazol-1-yl)-5-methoxy-1-methyl-1H-indole-7-carbonitrile ClC1=C(C=C2C(=C(N(C2=C1C#N)C)C1=NN=C(N1)[C@H](COC)O)N1C=NC=C1)OC